6-chloro-7-(2-(((3-chloropyridin-2-yl)oxy)methyl)-3,3-dimethyl-pyrrolidin-1-yl)-1-(6-(3-(dimethyl-amino)azetidin-1-yl)pyridin-3-yl)-4-oxo-1,4-dihydro-quinoline-3-carboxylic acid ClC=1C=C2C(C(=CN(C2=CC1N1C(C(CC1)(C)C)COC1=NC=CC=C1Cl)C=1C=NC(=CC1)N1CC(C1)N(C)C)C(=O)O)=O